1-(6-bromopyridin-3-yl)-N,N-dimethylmethylamine BrC1=CC=C(C=N1)CN(C)C